CN1N=C(C2=NC=CC=C21)C2=CC=C(C=C2)NC(=O)NCC=2C=NNC2 1-[4-(1-Methyl-1H-pyrazolo[4,3-b]pyridin-3-yl)-phenyl]-3-(1H-pyrazol-4-ylmethyl)-urea